strontium-calcium-zinc [Zn].[Ca].[Sr]